C(C)(C)(C)OC(N[C@H](C(N1[C@@H](CCC1)C(N[C@@H](CC1=NC=CC=C1)C1=CC=CC=C1)=O)=O)CC1=CC=C(C=C1)O)=O (S)-3-(4-hydroxyphenyl)-1-oxo-1-((S)-2-((S)-1-phenyl-2-(pyridin-2-yl)ethylcarbamoyl)pyrrolidin-1-yl)propan-2-ylcarbamic acid tert-butyl ester